FC(OC=1C(=NC=CC1)CC1=NN2C(=NC(=C(C2=N1)C=1C=CC=2N(C1)C=CN2)C=2OC=CN2)N)F 2-((3-(difluoromethoxy)pyridin-2-yl)methyl)-8-(imidazo[1,2-a]pyridin-6-yl)-7-(oxazol-2-yl)-[1,2,4]triazolo[1,5-c]pyrimidin-5-amine